CS(=O)(=O)C1=CC=C(C=C1)C1=CC2=C(C3=C(O2)C=CC=C3)C=C1 7-(4-(methylsulfonyl)phenyl)dibenzo[b,d]furan